5-Amino-1-isopropyl-3-[4-[1-[[1-methyl-5-(1,1,1-trifluoro-2-methylpropan-2-yl)pyrazol-3-yl]carbamoyl]ethyl]phenyl]pyrazole-4-carboxamide NC1=C(C(=NN1C(C)C)C1=CC=C(C=C1)C(C)C(NC1=NN(C(=C1)C(C(F)(F)F)(C)C)C)=O)C(=O)N